Cl.N[C@@H](CNC(=O)C1=CN(CCS1)C1=C2C(=NC=C1)NC=C2)C (R)-N-(2-aminopropyl)-4-(1H-pyrrolo[2,3-b]pyridin-4-yl)-3,4-dihydro-2H-1,4-thiazine-6-carboxamide hydrochloride